(7S)-4,7,8-trimethyl-2-(((1-(piperidin-4-yl)-1H-pyrazol-4-yl)methyl)amino)-7,8-dihydropteridin-6(5H)-one CC1=NC(=NC=2N([C@H](C(NC12)=O)C)C)NCC=1C=NN(C1)C1CCNCC1